O1COC2=CC3=C(N=C(S3)C3CC4(CC(C4)NC(=O)C4=CC(=NC=C4)C(=O)N)C3)C=C21 N4-[6-([1,3]dioxolo[4,5-f][1,3]benzothiazol-6-yl)spiro[3.3]heptan-2-yl]pyridine-2,4-dicarboxamide